(Z)-4-((5-(dimethylamino)thiophen-2-yl)methylene)-3-(4-methoxyphenyl)isoxazol-5(4H)-one CN(C1=CC=C(S1)\C=C/1\C(=NOC1=O)C1=CC=C(C=C1)OC)C